CN1CCN(CC1)C=1C=CC(=NC1)NC=1C=CC(=C2CNC(C12)=O)C1=CC=NC=C1 7-[[5-(4-methylpiperazin-1-yl)-2-pyridyl]amino]-4-(4-pyridyl)isoindolin-1-one